FC1COC2COP(OC3COC(COP(OC12)(=O)O)C3O)(=O)S 9-fluoro-18-hydroxy-3-sulfanyl-12-hydroxy-2,4,7,11,13,16-hexaoxa-3λ5,12λ5-diphosphatricyclo[13.2.1.06,10]octadecane-3,12-dione